2-amino-N,N-diethyl-acetamide hydrochloride Cl.NCC(=O)N(CC)CC